FC1=C(C(=O)N(CC2COCC2)C)C(=CC(=C1)C1=CN(C2=NC=C(N=C21)C=2C=C1CCNCC1=C(C2)OC)S(=O)(=O)CC2=CC=CC=C2)F 2,6-difluoro-4-(2-(8-methoxy-1,2,3,4-tetrahydroisoquinolin-6-yl)-5-toluenesulfonyl-5H-pyrrolo[2,3-b]pyrazin-7-yl)-N-methyl-N-((tetrahydrofuran-3-yl)methyl)benzamide